tert-butyl-5-formyl-6-methyl-3',6'-dihydro-[2,4'-bipyridine]-1'(2'H)-carboxylate C(C)(C)(C)OC(=O)N1CCC(=CC1)C1=NC(=C(C=C1)C=O)C